butyl 2-(diethoxyphosphoryl)-3-(3-octyl-1,2,4-oxadiazol-5-yl)propanoate C(C)OP(=O)(OCC)C(C(=O)OCCCC)CC1=NC(=NO1)CCCCCCCC